2-(2-bromoethyl)-4,4,5,5-tetramethyl-1,3,2-dioxaborolane BrCCB1OC(C(O1)(C)C)(C)C